ClC1=CC(=C(C=N1)C(=O)C1CC1)NC1CCC(CC1)NC (6-Chloro-4-(((1s,4s)-4-(methylamino)cyclohexyl)amino)pyridin-3-yl)(cyclopropyl)methanone